((3,5-dimethyl-4-(4-methylpiperazin-1-yl)phenyl)amino)-6-ethyl-5-(2-fluoro-6-methoxyphenyl)pyrazine-2-carboxamide trifluoroacetate FC(C(=O)O)(F)F.CC=1C=C(C=C(C1N1CCN(CC1)C)C)NC=1C(=NC(=C(N1)C1=C(C=CC=C1OC)F)CC)C(=O)N